C(C=C)(=O)NC1=C(C(=O)OC)C(=CC=C1)C=1C=CC=C2C=NC(=NC12)NC1=CC=C(C=C1)N1CCN(CC1)C Methyl 2-acrylamido-6-(2-((4-(4-methylpiperazin-1-yl) phenyl) amino) quinazolin-8-yl)-benzoate